CC=1C=C(C=NC1)CNC(C1=CC=C(C=C1)C=1C=C2CCN(C2=CC1)C(CC)=O)=O N-((5-methylpyridin-3-yl)methyl)-4-(1-propionylindolin-5-yl)benzamide